methylene-6-((5-isopropyl-1-(indolin-1-yl)propylimidazol-4-yl)methylene)piperazine-2,5-dione C=C1C(NC(C(N1)=O)=CC=1N=C(NC1C(C)C)C(CC)N1CCC2=CC=CC=C12)=O